tert-butyl N-[2-([[(1s,4s)-4-[2-(benzyloxy)phenyl]cyclohexyl]oxy]methyl)pyridin-3-yl]carbamate C(C1=CC=CC=C1)OC1=C(C=CC=C1)C1CCC(CC1)OCC1=NC=CC=C1NC(OC(C)(C)C)=O